6-[5-chloro-8-(prop-2-enamido)naphthalen-2-yl]-N-(1-methylpiperidin-4-yl)pyridine-2-carboxamide ClC1=C2C=CC(=CC2=C(C=C1)NC(C=C)=O)C1=CC=CC(=N1)C(=O)NC1CCN(CC1)C